C(C)(C)(C)OC(=O)N1C(CCCC1)C1=CC2=C(N(C(N2C)=O)C2C(NC(CC2)=O)=O)C=C1 [1-(2,6-dioxo-3-piperidinyl)-3-methyl-2-oxo-benzimidazol-5-yl]Piperidine-1-Formic acid tert-butyl ester